6-chloro-3-fluoro-1,5-naphthyridin-4-amine ClC=1N=C2C(=C(C=NC2=CC1)F)N